FC1=C(C(=CC=C1)F)C=1C=CC(=NC1)CN[C@@H]1COCC[C@H]1O (3R,4R)-3-(((5-(2,6-difluorophenyl)pyridin-2-yl)methyl)amino)tetrahydro-2H-pyran-4-ol